(R)-7-methoxy-2-(1-((tetrahydro-2H-pyran-4-yl)methyl)piperidin-3-yl)-[1,2,4]triazolo[1,5-c]quinazolin-5-amine COC1=CC=CC=2C=3N(C(=NC12)N)N=C(N3)[C@H]3CN(CCC3)CC3CCOCC3